ClC1=CC=C2C(C(NC2=C1)=O)C=1C(=CN(C1C(C)C)C=1C(=NC(=NC1)OC)OC)C(=O)NC1=CC(=CC=C1)Cl 4-(6-chloro-2-oxo-2,3-dihydro-1H-indol-3-yl)-N-(3-chlorophenyl)-1-(2,4-dimethoxypyrimidin-5-yl)-5-(propan-2-yl)-1H-pyrrole-3-carboxamide